C(=C)C1=NC=CC(=N1)C(=O)OC methyl 2-vinylpyrimidine-4-carboxylate